ClC=1C=C(N)C=C(C1OC=1N=NC(=C(C1)C(C)C)Cl)Cl 3,5-dichloro-4-[(6-chloro-5-isopropylpyridazin-3-yl)oxy]aniline